F[C@H]1CNCC[C@@H]1NC(OC(C)(C)C)=O tert-butyl N-[(3S,4S)-3-fluoropiperidin-4-yl]carbamate